FC=1C=C(C(=NC1C)C1OCCC(C1)C(=O)N)C(=O)C12CC(C1)(C2)C(F)(F)F [5-fluoro-6-methyl-3-[3-(trifluoromethyl)bicyclo[1.1.1]pentane-1-carbonyl]-2-pyridyl]tetrahydropyran-4-carboxamide